1-[6-[5-(2,6-diazaspiro[3.3]heptan-2-yl)-6-methoxy-benzimidazol-1-yl]-3-(difluoromethyl)-2-pyridyl]-5-methyl-pyrazole-3-carbonitrile C1N(CC12CNC2)C2=CC1=C(N(C=N1)C1=CC=C(C(=N1)N1N=C(C=C1C)C#N)C(F)F)C=C2OC